butyl 7-(4-(4-(benzo[b]thiophen-4-yl)piperazin-1-yl)butoxy)-2-oxoquinoline-1(2H)-carboxylate S1C2=C(C=C1)C(=CC=C2)N2CCN(CC2)CCCCOC2=CC=C1C=CC(N(C1=C2)C(=O)OCCCC)=O